C(C1=CC=CC=C1)OC(CCC[N+](CC(=O)OC(C)(C)C)(CCCCNC(=O)OC(C)(C)C)CCCCNC(=O)OC(C)(C)C)=O (4-benzyloxy-4-oxobutyl)-bis[4-(tert-butoxycarbonylamino)butyl]-(2-tert-butoxy-2-oxo-ethyl)ammonium